NC=1C(=NC(=CN1)Br)OC=1C=NN(C1)C1C[C@H]2CC[C@@H](C1)N2C(=O)OC(C)(C)C tert-butyl (1R,3s,5S)-3-(4-((3-amino-6-bromopyrazin-2-yl) oxy)-1H-pyrazol-1-yl)-8-azabicyclo[3.2.1]octane-8-carboxylate